C(C)(C)(C)C1=NC(=NO1)C(=O)NCC1=C(C=C(C=C1)C1=NC=NN2C1=CC(=C2)CCCCN2CCC(CC2)C2=NC=C(C=C2)NC2C(NC(CC2)=O)=O)F 5-tert-butyl-N-[[4-[6-[4-[4-[5-[(2,6-dioxo-3-piperidyl)amino]-2-pyridyl]-1-piperidyl]butyl]pyrrolo[2,1-f][1,2,4]triazin-4-yl]-2-fluoro-phenyl]methyl]-1,2,4-oxadiazole-3-carboxamide